C(C)OC1=C(C=C(C=C1)C=1CCSC2=C(C1C1=CC=C(C=C1)O[C@@H]1CN(CC1)CCCF)C=CC(=C2)O)F 4-(4-Ethoxy-3-fluorophenyl)-5-[4-[(3S)-1-(3-fluoropropyl)pyrrolidin-3-yl]oxyphenyl]-2,3-dihydro-1-benzothiepin-8-ol